C[C@@H]1O[C@@H](CN(C1)C1=CC=CC(=N1)C1=NC2=CC(=NC=C2C=C1)CNC(C1=CC(=C(C=C1)C)S(=O)(=O)CCOC)=O)C N-((2-(6-((cis)-2,6-dimethylmorpholino)pyridin-2-yl)-1,6-naphthyridin-7-yl)methyl)-3-((2-methoxyethyl)sulfonyl)-4-methylbenzamide